6-[5-[(1R)-1-Benzyloxy-1-(trifluoromethyl)pent-4-enyl]-1,3,4-oxadiazol-2-yl]-5-nitro-3-(trifluoromethyl)pyridin-2-ol C(C1=CC=CC=C1)O[C@@](CCC=C)(C(F)(F)F)C1=NN=C(O1)C1=C(C=C(C(=N1)O)C(F)(F)F)[N+](=O)[O-]